N'-((1,2,3,5,6,7-hexahydrodicyclopenta[b,e]pyridin-8-yl)carbamoyl)-4-(2-hydroxypropan-2-yl)thiophene-2-sulfonimidamide C1CCC2=NC3=C(C(=C21)NC(=O)N=S(=O)(N)C=2SC=C(C2)C(C)(C)O)CCC3